(S)-(5-(2-fluoropropan-2-yl)-1,3,4-oxadiazol-2-yl)(4-(6-(trifluoromethyl)pyrazolo[1,5-a]pyridin-2-yl)-6,7-dihydro-1H-imidazo[4,5-c]pyridin-5(4H)-yl)methanone FC(C)(C)C1=NN=C(O1)C(=O)N1[C@@H](C2=C(CC1)NC=N2)C2=NN1C(C=CC(=C1)C(F)(F)F)=C2